5-(methyl-(5,6,7,8-tetrahydroquinolin-8-yl)amino)-2-(pyridin-2-yl)-4,5,6,7-tetrahydro-2H-indazol-3-ol CN(C1CC2=C(N(N=C2CC1)C1=NC=CC=C1)O)C1CCCC=2C=CC=NC12